C1(=CC=CC=C1)NCC(=O)O phenyl-Glycine